(3R)-7-[[(2-cyano-2-methyl-propanoyl)amino] carbamoyl]-4-oxo-3,5-dihydro-2H-1,5-benzothiazepin-3-yl carbamate C(N)(O[C@H]1CSC2=C(NC1=O)C=C(C=C2)C(NNC(C(C)(C)C#N)=O)=O)=O